COC(C(CC1=NC(=NO1)C=1SC=C(N1)C(=O)O)(C)C)=O 2-(5-(3-methoxy-2,2-dimethyl-3-oxopropyl)-1,2,4-oxadiazol-3-yl)thiazole-4-carboxylic acid